Methyl (2R)-2-{[(tert-butoxy)carbonyl]amino}-3-(3-acetamidophenyl)propanoate C(C)(C)(C)OC(=O)N[C@@H](C(=O)OC)CC1=CC(=CC=C1)NC(C)=O